4-((2-methoxy-3-(1-methyl-1H-1,2,4-triazol-3-yl)phenyl)amino)-N-methyl-2-((3-methylisothiazol-5-yl)amino)pyrimidine-5-carboxamide (15E)-18-bromo-15-octadecenyl-acetate BrCC/C=C/CCCCCCCCCCCCCCCC(=O)O.COC1=C(C=CC=C1C1=NN(C=N1)C)NC1=NC(=NC=C1C(=O)NC)NC1=CC(=NS1)C